C1(=CC=CC=C1)[Se]C=1NC2=CC=CC=C2C1CCNC(C1=NC=CC=C1)=O N-(2-(2-(phenylselanyl)-1H-indol-3-yl)ethyl)picolinamide